N-((5-ethynylpyridin-2-yl)methyl)-2-(trifluoromethyl)cyclopropan-1-amine C(#C)C=1C=CC(=NC1)CNC1C(C1)C(F)(F)F